6-(Acetylpropyloxymethyl)-3-methoxy-4-nitrobenzoate C(C)(=O)C(C1=CC(=C(C=C1C(=O)[O-])OC)[N+](=O)[O-])OCCC